benzyl 3-(2-(dimethoxymethyl)pyridin-4-yl)-4,4-difluoropiperidine-1-carboxylate COC(C1=NC=CC(=C1)C1CN(CCC1(F)F)C(=O)OCC1=CC=CC=C1)OC